5-chloro-1-(4-(5-(difluoromethyl)-1,3,4-oxadiazole-2-yl)benzyl)-3-(piperidine-4-yl)-1,3-dihydro-2H-benzo[d]imidazole-2-one ClC1=CC2=C(N(C(N2C2CCNCC2)=O)CC2=CC=C(C=C2)C=2OC(=NN2)C(F)F)C=C1